(S)-5-(2-(isopropylamino)-2-oxoacetyl)-N-((S)-3-oxo-1-((S)-2-oxopyrrolidin-3-yl)-4-(trifluoromethoxy)butan-2-yl)-5-azaspiro[2.4]heptane-6-carboxamide C(C)(C)NC(C(=O)N1CC2(CC2)C[C@H]1C(=O)N[C@@H](C[C@H]1C(NCC1)=O)C(COC(F)(F)F)=O)=O